OC=1C=C(C=2C=CC3=CC=CC=C3C2C1)C1(C2=CC=C(C=C2C=2C=C(C=CC12)C1=CC=CC2=CC=CC=C12)C1=CC=CC2=CC=CC=C12)C1=CC(=CC=2C3=CC=CC=C3C=CC12)O 9,9-bis(3-hydroxyphenanthryl)-3,6-di(1-naphthyl)fluorene